N,N,N'-Trimethyl-1,2-ethandiamin CN(CCNC)C